2-amino-N-(3-(hydroxymethyl)bicyclo[1.1.1]pentan-1-yl)-5-(4-((1S,5R)-3-(tetrahydro-2H-pyran-4-yl)-3-azabicyclo[3.1.0]hexan-1-yl)phenyl)nicotinamide NC1=C(C(=O)NC23CC(C2)(C3)CO)C=C(C=N1)C1=CC=C(C=C1)[C@]13CN(C[C@@H]3C1)C1CCOCC1